C(=O)O.CN(C1(CC2=CC=CC=C2C1)CNC(=O)C1CCN(CC1)C1=NC(=NO1)C1=CC=C(C=C1)OC)C N-((2-(dimethylamino)-2,3-dihydro-1H-inden-2-yl)methyl)-1-(3-(4-methoxyphenyl)-1,2,4-oxadiazol-5-yl)piperidine-4-carboxamide formate